C(CCCCCCCCC)(=O)OC(C)CCCC 2-Hexyl decanoate